2-(1-methylindol-3-yl)ethylamine CN1C=C(C2=CC=CC=C12)CCN